[6-(3-cyclopropyl-1H-1,2,4-triazol-5-yl)-2-azaspiro[3.3]heptan-2-yl]-[6-[[2-(trifluoromethyl)imidazol-1-yl]methyl]-2-azaspiro[3.3]heptan-2-yl]methanone C1(CC1)C1=NNC(=N1)C1CC2(CN(C2)C(=O)N2CC3(C2)CC(C3)CN3C(=NC=C3)C(F)(F)F)C1